C(C1=CC=CC=C1)N([C@@H]1CNCCCC1)CCC(C)C (S)-N-benzyl-N-isopentylazepan-3-amine